(3R,4R)-1-(1-((1R)-1-(3-chlorophenyl)ethyl)-5,6-difluoro-1H-benzoimidazol-2-yl)-4-fluoro-3-piperidinamine ClC=1C=C(C=CC1)[C@@H](C)N1C(=NC2=C1C=C(C(=C2)F)F)N2C[C@H]([C@@H](CC2)F)N